The molecule is a straight-chain 3-hydroxy monocarboxylic acid comprising a butyric acid core with a single hydroxy substituent in the 3- position; a ketone body whose levels are raised during ketosis, used as an energy source by the brain during fasting in humans. Also used to synthesise biodegradable plastics. It has a role as a human metabolite. It is a 3-hydroxy monocarboxylic acid, a hydroxybutyric acid and an (omega-1)-hydroxy fatty acid. It derives from a butyric acid. It is a conjugate acid of a 3-hydroxybutyrate. CC(CC(=O)O)O